[5-ethylsulfonyl-6-[7-(trifluoromethyl)-1,3,6,10-tetrazatricyclo[7.3.0.02,6]dodeca-2,4,7,9,11-pentaen-11-yl]-3-pyridyl]imino-dimethyl-oxo-λ6-sulfane C(C)S(=O)(=O)C=1C=C(C=NC1C=1N=C2C=C(N3C=CN=C3N2C1)C(F)(F)F)N=S(=O)(C)C